ClC1=NC=C(C(=C1F)N)I 2-chloro-3-fluoro-5-iodopyridin-4-amine